amino-4-azidoethoxyfurazan NC1=NON=C1OCCN=[N+]=[N-]